O=C1NC2=CC=CC=C2CC12CCN(CC2)C(=O)OC(C)(C)C tert-butyl 2'-oxo-1',4'-dihydro-2'H-spiro[piperidine-4,3'-quinoline]-1-carboxylate